benzyl (4-(2,2-dioxido-2-thia-7-azaspiro[3.5]nonan-7-yl)-3,5-difluorophenyl)carbamate O=S1(CC2(C1)CCN(CC2)C2=C(C=C(C=C2F)NC(OCC2=CC=CC=C2)=O)F)=O